C1CN1C(=O)N2CC2 N,N'-diethyleneurea